CC1=CC=C2N=C(C=3N(C2=C1)C=NN3)N 8-methyl[1,2,4]triazolo[4,3-a]quinoxalin-4-amine